C(#N)[C@@H]1C[C@@H](CC1)NC(OC(C)(C)C)=O tert-Butyl ((1R,3S)-3-cyanocyclopentyl)carbamate